4-(3-methoxy-4-{[2-(trifluoromethyl)phenyl]methoxy}phenyl)-7-methyl-2H,4H,5H,6H,7H-pyrazolo[3,4-b]pyridin-6-one COC=1C=C(C=CC1OCC1=C(C=CC=C1)C(F)(F)F)C1C=2C(N(C(C1)=O)C)=NNC2